4-methylbenzenesulfonamide iodobenzeneacetate IC1=C(C=CC=C1)CC(=O)O.CC1=CC=C(C=C1)S(=O)(=O)N